FC(N1N=CC2=CC(=CC=C12)S(=O)(=O)Cl)F 1-(difluoromethyl)-1H-indazole-5-sulfonyl chloride